C[C@@H](O)[C@@H](O)[C@H](O)[C@H](O)CO 1-deoxy-d-mannitol